N-Bocphenylalanine C(=O)(OC(C)(C)C)N[C@@H](CC1=CC=CC=C1)C(=O)O